[Ca+2].P(=O)(OC(C)C)([O-])[O-] isopropyl phosphate calcium salt